C1(CC1)C=1NC(=NN1)C1CC2(CN(C2)C(=O)N2CC3(C2)CC(C3)CC3=NC=C(C=C3)C(F)(F)F)C1 [6-(5-cyclopropyl-4H-1,2,4-triazol-3-yl)-2-azaspiro[3.3]heptan-2-yl]-[6-[[5-(trifluoromethyl)-2-pyridyl]methyl]-2-azaspiro[3.3]heptan-2-yl]methanone